N-[cyclopropyl-(2,3-dichlorophenyl)methyl]quinolin-7-amine C1(CC1)C(NC1=CC=C2C=CC=NC2=C1)C1=C(C(=CC=C1)Cl)Cl